BrC=1C=C(C(N(C1)[C@H](C(=O)N[C@@H](CC(=O)OCC)C=1C=C(C=C(C1F)C1CC1)C1=C(C=C(C=C1C)F)CCCCC=C)CC=C)=O)F Ethyl (S)-3-((S)-2-(5-bromo-3-fluoro-2-oxopyridin-1(2H)-yl)pent-4-enamido)-3-(5-cyclopropyl-4,4'-difluoro-2'-(hex-5-en-1-yl)-6'-methyl-[1,1'-biphenyl]-3-yl)propanoate